O[C@H](C)C1=NC=CC=C1 2-((R)-1-hydroxyethyl)pyridin